FC1=C(C=CC(=N1)C(=O)NC)N1CCN(CC1)CC=1C=C2C=3N(C(C(NC3C1F)=O)C)C(=C2)C 6-fluoro-5-(4-((9-fluoro-3,5-dimethyl-2-oxo-2,3-dihydro-1H-pyrrolo[1,2,3-de]quinoxalin-8-yl)methyl)piperazin-1-yl)-N-methylpyridinecarboxamide